CN1N=NC(=C1NC(O[C@H](C)C=1C(=NC=CC1)Cl)=O)C1=NC=C(C=C1)NC(=O)[C@@H]1CNC(C1)=O (R)-1-(2-chloropyridin-3-yl)ethyl (1-methyl-4-(5-((S)-5-oxopyrrolidine-3-carboxamido) pyridin-2-yl)-1H-1,2,3-triazol-5-yl)carbamate